tert-butyl 6-fluoro-4-(hydroxy-methyl)-5-methoxy-7-methyl-1H-indole-1-carboxylate FC1=C(C(=C2C=CN(C2=C1C)C(=O)OC(C)(C)C)CO)OC